4-[(3,4-dibromophenoxyethylsulfanyl)methyl]1,3-dihydroimidazol-2-one BrC=1C=C(OCCSCC=2NC(NC2)=O)C=CC1Br